2-[(1S,2S)-1-ethyl-2-benzyloxy-propyl]hydrazine C(C)[C@@H]([C@H](C)OCC1=CC=CC=C1)NN